5-phenyl-5H-[1,3]dioxolo[4',5':4,5]benzo[1,2-d]imidazol C1(=CC=CC=C1)N1C=NC2=C1C=C1C(=C2)OCO1